1,1'-(ethane-1,2-diyl)bis{4-[(E)-4-(diethylamino)styryl]-3-methylpyridin-1-ium} dibromide [Br-].[Br-].C(C[N+]1=CC(=C(C=C1)\C=C\C1=CC=C(C=C1)N(CC)CC)C)[N+]1=CC(=C(C=C1)\C=C\C1=CC=C(C=C1)N(CC)CC)C